9-(naphthalen-2-yl)-3-(4,4,5,5-tetramethyl-1,3,2-dioxaborolan-2-yl)-9H-carbazole C1=C(C=CC2=CC=CC=C12)N1C2=CC=CC=C2C=2C=C(C=CC12)B1OC(C(O1)(C)C)(C)C